N-{(1R)-1-[3-(difluoromethyl)-2-fluorophenyl]ethyl}-6-(4-ethylpiperazin-1-yl)-2-methylpyrido[3,4-d]pyrimidin-4-amine FC(C=1C(=C(C=CC1)[C@@H](C)NC=1C2=C(N=C(N1)C)C=NC(=C2)N2CCN(CC2)CC)F)F